C(C1=CN=CC=C1)(=O)OC1=C(C(=CC(=C1)Cl)C=NC(CC1=CC=C(C=C1)O)C(CO)=O)OC(C(C)C)=O 5-chloro-3-((4-hydroxy-1-(4-hydroxyphenyl)-3-oxobutan-2-ylimino)-methyl)-2-(isobutyryl-oxy)phenyl nicotinate